(3-((tert-butoxycarbonyl)amino)-3-(dimethylcarbamoyl)piperidin-1-yl)-3'-fluoro-4'-methoxy-[1,1'-biphenyl] C(C)(C)(C)OC(=O)NC1(CN(CCC1)C1=C(C=CC=C1)C1=CC(=C(C=C1)OC)F)C(N(C)C)=O